C(C)(C)(C)OC(=O)N1CCC(C1)C(C)C 4-isopropyl-pyrrolidine-1-carboxylic acid tert-butyl ester